C1(CC1)N1C=C(C(C2=CC=C(C(=C12)OC)F)=O)C(=O)O 1-cyclopropyl-7-fluoro-8-methoxy-4-oxo-1,4-dihydro-quinoline-3-carboxylic acid